4-chloro-6-(4-(4-chlorophenyl)-3-(trifluoromethyl)isoxazol-5-yl)benzene-1,3-diol ClC1=C(C=C(C(=C1)C1=C(C(=NO1)C(F)(F)F)C1=CC=C(C=C1)Cl)O)O